1-(4-(bromomethyl)-3-fluoropyridin-2-yl)-3-(thiazol-2-yl)urea BrCC1=C(C(=NC=C1)NC(=O)NC=1SC=CN1)F